1-(3-(difluoromethyl)-4-fluorophenyl)-5,5-difluoro-3-(trifluoromethyl)-1,5,6,7-tetrahydro-4H-indol-4-one FC(C=1C=C(C=CC1F)N1C=C(C=2C(C(CCC12)(F)F)=O)C(F)(F)F)F